6-(4-(4-(2-(2-aminopyridin-3-yl)-3H-imidazo[4,5-b]pyridin-3-yl)benzyl)piperazine-1-carbonyl)picolinonitrile NC1=NC=CC=C1C1=NC=2C(=NC=CC2)N1C1=CC=C(CN2CCN(CC2)C(=O)C2=CC=CC(=N2)C#N)C=C1